(7R,14R)-11-(2-(2-aminospiro[3.3]heptan-2-yl)pyrimidin-5-yl)-1-ethynyl-6-(methyl-d3)-6,7-dihydro-7,14-methanobenzo[f]benzo[4,5]imidazo[1,2-a][1,4]diazocin-5(14H)-one NC1(CC2(C1)CCC2)C2=NC=C(C=N2)C2=CC1=C(N=C3N1[C@H]1C4=C(C(N([C@@H]3C1)C([2H])([2H])[2H])=O)C=CC=C4C#C)C=C2